FC1=CC=C(CC23CCC(CC2)(N3)[C@@H](O)C3=CC(=CC=C3)F)C=C1 (S)-(4-(4-Fluorobenzyl)-7-azabicyclo[2.2.1]heptan-1-yl)-(3-fluorophenyl)methanol